NC1=C(N=NC(=C1)C1=C(C=CC(=C1)Cl)F)N(C)CC1(C(OCC1)=O)COC 3-({[4-amino-6-(5-chloro-2-fluorophenyl)pyridazin-3-yl](methyl)amino}methyl)-3-(methoxymethyl)oxolan-2-one